FC(S(=O)(=O)ON1C(C=2C(C1=O)=CC=CC2)=O)(F)F N-(trifluoromethylsulfonyl-oxy)phthalimide